N-((6-(hydroxymethyl)piperidin-2-yl)methyl)-12-oxo-12H-benzo[g]pyrido[2,1-b]quinazoline-4-carboxamide hydrochloride Cl.OCC1CCCC(N1)CNC(=O)C1=CC=CN2C1=NC=1C=C3C(=CC1C2=O)C=CC=C3